3-ethyl-6-(7-chloro-1-oxo-3,4-dihydroisoquinolin-2(1H)-yl)pyrimidine-2,4(1H,3H)-dione C(C)N1C(NC(=CC1=O)N1C(C2=CC(=CC=C2CC1)Cl)=O)=O